1-benzyloxy-3-[1-[2-[4-(trifluoromethyl)phenyl]acetyl]-4-piperidinyl]benzimidazol-2-one C(C1=CC=CC=C1)ON1C(N(C2=C1C=CC=C2)C2CCN(CC2)C(CC2=CC=C(C=C2)C(F)(F)F)=O)=O